hydroxy-2-oxo-4-propyl-1,2-dihydropyridine-3-carbonitrile ON1C(C(=C(C=C1)CCC)C#N)=O